2-(2-((5-(1-aminoisoquinolin-5-yl)-1-(tetrahydrofuran-3-yl)-1H-indazol-3-yl)methoxy)-6-methylphenyl)acetic acid NC1=NC=CC2=C(C=CC=C12)C=1C=C2C(=NN(C2=CC1)C1COCC1)COC1=C(C(=CC=C1)C)CC(=O)O